O=S1(CCN=CC2=C1C=CC=N2)=O 1,1-dioxo-2,3-dihydropyrido[2,3-f][1,4]thiazepine